3-(dimethoxymethyl)pyrrolidine COC(C1CNCC1)OC